[Fe+2].[N+]1(C(C=CC=C1)=N)=N pyridinium bisimine iron salt